N1C=C(C2=CC=CC=C12)CC(C=C1C=NC2=CC=CC=C12)=O 1-(1H-indol-3-yl)-3-(3H-indol-3-ylidene)propan-2-one